1-Hexyl-1-methylpyrrolidinium triflat [O-]S(=O)(=O)C(F)(F)F.C(CCCCC)[N+]1(CCCC1)C